N-dodecyl-2-fluoro-4-methoxy-N-neopentyl-benzamide C(CCCCCCCCCCC)N(C(C1=C(C=C(C=C1)OC)F)=O)CC(C)(C)C